N4-(2-(1H-imidazol-4-yl)ethyl)-N2-(4-ethylphenyl)quinazoline-2,4-diamine N1C=NC(=C1)CCNC1=NC(=NC2=CC=CC=C12)NC1=CC=C(C=C1)CC